trans-2-[[4-(3-isoquinolylmethyl)pyrazolo[1,5-a]pyridine-3-carbonyl]amino]spiro[3.3]heptane-6-carboxylic acid C1=NC(=CC2=CC=CC=C12)CC=1C=2N(C=CC1)N=CC2C(=O)NC2CC1(C2)CC(C1)C(=O)O